tris(4-methoxy-3,5-dimethylphenyl)phosphane COC1=C(C=C(C=C1C)P(C1=CC(=C(C(=C1)C)OC)C)C1=CC(=C(C(=C1)C)OC)C)C